(S)-9-ethyl-5-fluoro-9-hydroxy-1,2,12,15-tetrahydro-7H,13H-[1,4]oxazino[2,3,4-ij]pyrano[3',4':6,7]indolizino[2,1-b]quinoline-7,10,13(9H)-trione C(C)[C@]1(C(OCC=2C(N3CC=4N5C6=C(C=C(C=C6C(C4C3=CC21)=O)F)OCC5)=O)=O)O